4-chloro-5,6,7,8-tetrafluoroquinazolin-2-d ClC1=NC(=NC2=C(C(=C(C(=C12)F)F)F)F)[2H]